C(C)(C)(C)OC(=O)N1CCN(CC1)C1=C(C(=NC2=C(C=CC=C12)OC1=C2C=NNC2=CC=C1C)Cl)C#N 4-(2-chloro-3-cyano-8-((5-methyl-1H-indazol-4-yl)oxy)quinolin-4-yl)piperazine-1-carboxylic acid tert-butyl ester